N-(2-butyl)acrylamide CC(CC)NC(C=C)=O